ClC1=CC=C(C=C1)\C=C/C(=O)C1=C(C=C(C=C1O[C@@H]1O[C@H]([C@H]([C@H]([C@H]1O)O)O)CO)O)O (Z)-3-(4-Chlorophenyl)-1-[2,4-dihydroxy-6-[(2S,3R,4R,5S,6S)-3,4,5-trihydroxy-6-(hydroxymethyl)oxan-2-yl]oxyphenyl]prop-2-en-1-one